CN1CC(C1)(C)C(O)(C1=CC(=CC=C1)C1=NOC(=N1)C(COC)(C)C)C1=CC=C(C=C1)C(C)C (1,3-Dimethyl-azetidin-3-yl)-(4-isopropyl-phenyl)-{3-[5-(2-methoxy-1,1-dimethyl-ethyl)-[1,2,4]oxadiazol-3-yl]-phenyl}-methanol